cyclopentyl-(diphenylphosphino)amine C1(CCCC1)NP(C1=CC=CC=C1)C1=CC=CC=C1